ClC1=C(C=CC=C1NC(=O)C1=NN2C(C(CCC2)O)=C1)C1=C(C(=CC=C1)C1=CC(=C(C(=C1)OC)CN1C[C@@H](CC1)O)F)Cl N-(2,2'-dichloro-3''-fluoro-4''-(((R)-3-hydroxypyrrolidin-1-yl)methyl)-5''-methoxy-[1,1':3',1''-terphenyl]-3-yl)-4-hydroxy-4,5,6,7-tetrahydropyrazolo[1,5-a]pyridine-2-carboxamide